ClC=1C=C(C=CC1F)NC1=NC=NC2=CC(=C(C=C12)N)O[C@@H]1COCC1 N4-(3-chloro-4-fluoro-phenyl)-7-[(3S)-tetrahydrofuran-3-yl]oxy-quinazoline-4,6-diamine